N[C@@H]1CC(N(C1)C1=NC(=CC(=C1)C=1C=C(C=CC1C)NC(=O)N1C[C@@H](CC1)CC(F)(F)F)N1CCOCC1)=O (S)-N-(3-(2-((R)-4-amino-2-oxopyrrolidin-1-yl)-6-morpholinylpyridin-4-yl)-4-methylphenyl)-3-(2,2,2-trifluoroethyl)pyrrolidine-1-carboxamide